(Z)-3-((3-butyl-2-methyl-7-(methylthio)-1,1-dioxido-5-phenyl-2,3,4,5-tetrahydro-1,2,5-benzothiadiazepin-8-yl)oxy)-2-fluoroacrylic acid C(CCC)C1N(S(C2=C(N(C1)C1=CC=CC=C1)C=C(C(=C2)O\C=C(\C(=O)O)/F)SC)(=O)=O)C